ClC1=C(C(=C2N1CCN(C2)C(=O)NC2CCC(CC2)(C(F)(F)F)O)C(=O)N)C2=CC(=CC=C2)F trans-6-chloro-7-(3-fluorophenyl)-N2-(4-hydroxy-4-trifluoromethyl-cyclohexyl)-3,4-dihydropyrrolo[1,2-a]pyrazine-2,8(1H)-dicarboxamide